NC=1C=CC(=NC1)N1N=C(C(=C1)C1=CN=C(N1C)C(=O)NC1=CC(=C(C=C1)C(=O)N1CCC2(CCN(C2)C([C@H]2NC[C@@H](C2)O)=O)CC1)Cl)C(F)(F)F 5-[1-(5-amino-2-pyridyl)-3-(trifluoromethyl)pyrazol-4-yl]-N-[3-chloro-4-[2-[(2s,4r)-4-hydroxyprolinyl]-2,8-diazaspiro[4.5]decane-8-carbonyl]phenyl]-1-methyl-imidazole-2-carboxamide